C(C=C)(=O)N1C[C@@H](N(CC1)C1=C(C(=NC(=N1)Cl)CC1(CCCC2=CC=CC=C12)C(=O)OC)[N+](=O)[O-])CO methyl 1-((6-((R)-4-acryloyl-2-(hydroxymethyl) piperazin-1-yl)-2-chloro-5-nitropyrimidin-4-yl) methyl)-1,2,3,4-tetrahydronaphthalene-1-carboxylate